4-(8-((1R,5S)-3,8-diazabicyclo[3.2.1]octan-3-yl)-4-fluoro-5-methyl-6-((5-methylpyridin-2-yl)methoxy)-2,7-naphthyridin-3-yl)-5-ethynyl-6-fluoronaphthalen-2-ol [C@H]12CN(C[C@H](CC1)N2)C=2N=C(C(=C1C(=C(N=CC21)C2=CC(=CC1=CC=C(C(=C21)C#C)F)O)F)C)OCC2=NC=C(C=C2)C